BrC=1C(=C(OC2CCC(CC2)CCC(=O)OCC)C=CC1)C ethyl 3-[4-(3-bromo-2-methyl-phenoxy)cyclohexyl]propanoate